7-(phenylethynyl)pyrrolo[2,1-f][1,2,4]triazin-4-amine C1(=CC=CC=C1)C#CC1=CC=C2C(=NC=NN21)N